ClC1=CC2=C(N(C(N=C2N2[C@H](CN(CC2)C(=O)OC(C)(C)C)C)=O)C2=C(C=CC=C2C(=O)OC)C(C)C)N=C1C1=C(C=CC=C1)F tert-Butyl (S)-4-(6-chloro-7-(2-fluorophenyl)-1-(2-isopropyl-6-(methoxycarbonyl)phenyl)-2-oxo-1,2-dihydropyrido[2,3-d]pyrimidin-4-yl)-3-methylpiperazine-1-carboxylate